Perfluoro-3,6-dioxa-4-methyl-7-octenesulfonic acid FC(C(OC(C(OC(=C(F)F)F)(F)F)(C(F)(F)F)F)(F)F)(S(=O)(=O)O)F